S1(NC(C=2C1=NC=CC2)=O)=O isothiazolo[5,4-b]pyridin-3-one 1-oxide